C(N)(OC(=O)OCC1C2=CC=CC=C2C2=CC=CC=C12)=O Fmoc carbamate